ClC1=C(C=C2C(C(NC2=C1)=O)=C(O)C1=CN=C(S1)C)C1=CC=C(C=C1)C1=C(C(=CC=C1)OC)O 6-Chloro-5-(2'-hydroxy-3'-methoxy-biphenyl-4-yl)-3-[1-hydroxyl-(2-methyl-thiazol-5-yl)-methylidene]-1,3-dihydro-indol-2-one